ClC1=CC=C(CN2C(=C(C3=CC(=CC=C23)OC)C(CC(C)(C)C)=O)CC(C(=O)O)(C)C)C=C1 3-(1-(4-chlorobenzyl)-3-(3,3-dimethylbutyryl)-5-methoxy-1H-indol-2-yl)-2,2-dimethylpropanoic acid